COC1=CC=C(C(=O)NC2=CC=C(C=C2)N2CCN(CC2)C2=NC(=CC=C2)OC)C=C1 4-Methoxy-N-{4-[4-(6-methoxypyridin-2-yl)piperazin-1-yl]phenyl}benzamid